C1C(CCC2=CC=CC=C12)C(=O)O 1,2,3,4-tetrahydro-2-naphthoic acid